ClCC=1C(=C(C=NC1)N1C(NC(CC1)=O)=O)F 1-(5-(Chloromethyl)-4-fluoropyridin-3-yl)dihydropyrimidine-2,4(1H,3H)-dione